BrC=1C=CC2=C(NC=3N2C=C(N3)C3=C(C=C(C=C3)C3N(CCC3)C(=O)OC(C)(C)C)F)C1 tert-butyl 2-(4-(7-bromo-9H-benzo[d]imidazo[1,2-a]imidazol-2-yl)-3-fluorophenyl)pyrrolidine-1-carboxylate